FC=1C=C(C(=C(C#N)C1)CO)C1=CC2=C(NC(=N2)C)C=C1 5-fluoro-2-(hydroxymethyl)-3-(2-methyl-1H-benzimidazol-5-yl)benzonitrile